ClCC1=CC(=CC(=C1)CI)CCl 1,3-dichloromethyl-5-iodomethylbenzene